hexahydro-4,7-methyleneindan-1-carboxaldehyde C1C2C3CCC(C3C1CC2)C=O